1-((6-cyclopropylimidazo[1,2-a]pyridin-2-yl)methyl)-N-(2-fluoro-6-(imidazo[1,2-a]pyridin-2-yl)-3-methoxybenzyl)-1H-1,2,3-triazole-4-carboxamide C1(CC1)C=1C=CC=2N(C1)C=C(N2)CN2N=NC(=C2)C(=O)NCC2=C(C(=CC=C2C=2N=C1N(C=CC=C1)C2)OC)F